4-chloro-N-(1,7,7-trimethylnorbornan-2-yl)-1H-pyrrolo[2,3-c]pyridine-2-carboxamide ClC1=C2C(=CN=C1)NC(=C2)C(=O)NC2C1(CCC(C2)C1(C)C)C